2-(1-Benzyl-4,4-difluoro-5-methyl-3-piperidinyl)acetic acid methyl ester COC(CC1CN(CC(C1(F)F)C)CC1=CC=CC=C1)=O